COCCN1C(CN(CC1)C(=O)OC(C)(C)C)(C)C tert-Butyl 4-(2-methoxyethyl)-3,3-dimethylpiperazine-1-carboxylate